S-Allylcystein C(C=C)SC[C@H](N)C(=O)O